3-cyclohexyl-N2-Cyclopentyl-5-(3-methyl-1,2,4-oxadiazol-5-yl)pyridine-2,3-diamine C1(CCCCC1)C1(C(N=CC(=C1)C1=NC(=NO1)C)NC1CCCC1)N